tert-butyl ((5-((4-((3-aminopropyl)sulfonyl)phenyl)sulfonyl)thiophen-2-yl)methyl)carbamate NCCCS(=O)(=O)C1=CC=C(C=C1)S(=O)(=O)C1=CC=C(S1)CNC(OC(C)(C)C)=O